propionyliodide C(CC)(=O)I